3-(2-amino-1-(3-chlorophenyl)ethyl)-7-(3-methylisoxazol-4-yl)quinazolin-4(3H)-one NCC(C1=CC(=CC=C1)Cl)N1C=NC2=CC(=CC=C2C1=O)C=1C(=NOC1)C